diethyl (((2-(4-acetylphenyl)-7,7-dimethyl-1,3-dioxo-2,3,5,12b-tetrahydro-1H,7H-chromeno[4,3-c][1,2,4]triazolo[1,2-a]pyridazin-10-yl)oxy)methyl)phosphonate C(C)(=O)C1=CC=C(C=C1)N1C(N2N(CC=C3C2C=2C=CC(=CC2OC3(C)C)OCP(OCC)(OCC)=O)C1=O)=O